allylphenyl phosphate P(=O)(OC1=C(C=CC=C1)CC=C)([O-])[O-]